4-(2-methoxyethoxy)-2-methylsulfinyl-5-(trifluoromethyl)pyrimidine COCCOC1=NC(=NC=C1C(F)(F)F)S(=O)C